5-isoxazoleacetic acid methyl ester COC(CC1=CC=NO1)=O